N-(2-(4-(4-cyclopropyl-piperazine-1-yl)piperidine-1-yl)-4-methoxy-5-((6-((R)-3-(pyridine-3-ylmethyl)isoxazolidine-2-yl)pyrimidine-4-yl)amino)phenyl)acrylamide C1(CC1)N1CCN(CC1)C1CCN(CC1)C1=C(C=C(C(=C1)OC)NC1=NC=NC(=C1)N1OCC[C@H]1CC=1C=NC=CC1)NC(C=C)=O